ethionine acetate C(C)(=O)O.N[C@@H](CCSCC)C(=O)O